(R)-6-Isopropyl-5-(8-methoxy-[1,2,4]triazolo[1,5-a]pyridin-6-yl)-1-(4-(3-(methoxymethyl)pyrrolidin-1-yl)cyclohexyl)-1,3-dihydro-2H-benzo[d]imidazol-2-on C(C)(C)C=1C(=CC2=C(N(C(N2)=O)C2CCC(CC2)N2C[C@@H](CC2)COC)C1)C=1C=C(C=2N(C1)N=CN2)OC